C(C)(C)[C@H]1CC[C@H](CC1)N1CCC(CC1)N1C(=C(C2=CC=CC=C12)C=NOC)CNC(OCC1=CC=CC=C1)=O benzyl ((1-(1-(cis-4-isopropylcyclohexyl) piperidin-4-yl)-3-((methoxyimino) methyl)-1H-indol-2-yl)methyl)carbamate